1-hydroxy-2(1H)-pyridinethione, sodium salt [Na].ON1C(C=CC=C1)=S